3-(4-Nitrophenyl)-3,6-diazabicyclo[3.1.1]heptane-2-one trifluoroacetate FC(C(=O)O)(F)F.[N+](=O)([O-])C1=CC=C(C=C1)N1C(C2NC(C1)C2)=O